1H-pyrazolo[4,3-b]pyridine-7-carboxylic acid methylamide CNC(=O)C1=C2C(=NC=C1)C=NN2